BrC1=CC=C(OC2(CCOCC2)C#CC=2C=C(C=[NH+]C2)O)C=C1 5-((4-(4-bromophenoxy)tetrahydro-2H-pyran-4-yl)ethynyl)-3-hydroxypyridinium